ClC1=C(C=C(C=C1)C1=CN(C2=NC(=CC=C21)C(=O)N2C(CN(CC2)C2=NC(=C(C(=O)O)C(=C2)C)C)(C)C)C(C)(C)C2=NC=CC=C2)F 6-(4-(3-(4-chloro-3-fluorophenyl)-1-(2-(pyridin-2-yl)propan-2-yl)-1H-pyrrolo[2,3-b]pyridine-6-carbonyl)-3,3-dimethylpiperazin-1-yl)-2,4-dimethylnicotinic acid